FC=1C=C2N=C(C(=NC2=CC1F)C1=CC=C(C=C1)N1C2=CC=CC=C2OC=2C=CC=CC12)C1=CC=C(C=C1)N1C2=CC=CC=C2OC=2C=CC=CC12 10,10'-((6,7-difluoroquinoxaline-2,3-diyl)bis(4,1-phenylene))bis(10H-phenoxazine)